N-(2-{[(benzyloxy)carbonyl]amino}ethyl)-N2,N6-bis(tert-butoxycarbonyl)-L-lysinamide C(C1=CC=CC=C1)OC(=O)NCCNC([C@@H](NC(=O)OC(C)(C)C)CCCCNC(=O)OC(C)(C)C)=O